(3-hydroxy-6-(4-methoxyphenyl)pyrazine-2-carbonyl)glycine OC=1C(=NC(=CN1)C1=CC=C(C=C1)OC)C(=O)NCC(=O)O